S1C(=NC2=C1C=CC=C2)[C@H]2N(CCCC1=C2N=CN1)C(=O)C1=C(N=CO1)C (S)-(4-(benzo[d]thiazol-2-yl)-7,8-dihydroimidazo[4,5-c]azepin-5(1H,4H,6H)-yl)(4-methyloxazol-5-yl)methanone